(2-fluorophenyl)-((5-(4-fluorophenyl)thiophen-2-yl)methyl)thiazole-2-carboxamide FC1=C(C=CC=C1)C1=C(N=C(S1)C(=O)N)CC=1SC(=CC1)C1=CC=C(C=C1)F